CN1C(CNC(C1)=O)C1=CC=C(C=C1)NC(OCC1=CC=C(C=C1)OC)=O 4-methoxybenzyl (4-(1-methyl-5-oxopiperazin-2-yl)phenyl)carbamate